BrC1=C(OC=2C1=NC(=CC2I)Cl)C[C@H](CO)NC(OC(C)(C)C)=O tert-butyl N-[(2R)-1-{3-bromo-5-chloro-7-iodofuro[3,2-b]pyridin-2-yl}-3-hydroxypropan-2-yl]carbamate